tert-butyl (3-methyl-5-(2-(5-methyl-2-(thiophen-2-yl)piperidin-1-yl)-2-oxoacetamido)pyridin-2-yl)carbamate CC=1C(=NC=C(C1)NC(C(=O)N1C(CCC(C1)C)C=1SC=CC1)=O)NC(OC(C)(C)C)=O